COC(COCCO)O methoxydi-ethylene glycol